COC(C(C)NC(=O)OC(C)(C)C)=O 2-((tert-Butoxycarbonyl)amino)propanoic acid methyl ester